ClC1=NC=C(C(=N1)C=1C=C2C(=CC(=NC2=C(C1)F)C)[C@@H](C)O)F |r| (±)-1-(6-(2-Chloro-5-fluoropyrimidin-4-yl)-8-fluoro-2-methylquinolin-4-yl)ethan-1-ol